N,N'-bis(phenanthren-9-yl)-N,N'-bis(phenyl)benzidine C1=CC=CC=2C3=CC=CC=C3C(=CC12)N(C1=CC=C(C=C1)C1=CC=C(N(C2=CC=CC=C2)C=2C3=CC=CC=C3C=3C=CC=CC3C2)C=C1)C1=CC=CC=C1